C(C([2H])([2H])[2H])(N(C(=O)N[C@@H]1CN([C@@H]2CC=3C4=C(C2=C1)C(=CC=C4NC3)F)C([2H])([2H])[2H])C(C([2H])([2H])[2H])([2H])[2H])([2H])[2H] 1,1-bis(ethyl-d5)-3-((6aR,9S)-1-fluoro-7-(methyl-d3)-4,6,6a,7,8,9-hexahydroindolo[4,3-fg]quinolin-9-yl)urea